Tert-butyl 4-(2-(3-(2-(methoxymethoxy)phenyl)-5-methyl-7,8-dihydro-5H-pyrido[3',4':4,5]pyrrolo[2,3-c]pyridazin-6(9H)-yl)pyrimidin-5-yl)piperazine-1-carboxylate COCOC1=C(C=CC=C1)C1=CC2=C(N=N1)NC1=C2C(N(CC1)C1=NC=C(C=N1)N1CCN(CC1)C(=O)OC(C)(C)C)C